(1S,3S)-3-((tert-Butoxycarbonyl)amino)cyclohexane-1-carboxylic acid C(C)(C)(C)OC(=O)N[C@@H]1C[C@H](CCC1)C(=O)O